CC=1C(C=C(C(C1C)=O)C)=O 2,3,5-trimethylbenzoquinone